C(C)C1OC2=C(CNC1)C=CC(=C2)OC 2-Ethyl-8-methoxy-2,3,4,5-tetrahydrobenzo[f][1,4]oxazepine